O=C(CCC(C(=O)O)O)CCCCC 5-oxo-hydroxy-1-decanoic acid